C(N)(O[C@H]1C2(N(CC1CC2)C(=O)C2=CC1=C(C(=C(O1)C1=CC=3C(=NC(=CC3)Cl)N1CC1CC1)C)C(=C2)OC)C(C)(C)C)=O Tert-butyl-((7R)-2-(2-(6-chloro-1-(cyclopropylmethyl)-1H-pyrrolo[2,3-b]pyridin-2-yl)-4-methoxy-3-methylbenzofuran-6-carbonyl)-2-azabicyclo[2.2.1]hept-7-yl) carbamate